4,6'-dimethyl-N-(6-(methyl-d3)pyridin-2-yl)-[3,4'-bipyridine]-2'-carboxamide CC1=C(C=NC=C1)C1=CC(=NC(=C1)C)C(=O)NC1=NC(=CC=C1)C([2H])([2H])[2H]